2-amino-5-cyclopropyl-5,6-dihydro-4H-pyrrolo[3,4-d]thiazol-4-one NC=1SC2=C(N1)C(N(C2)C2CC2)=O